4-nitrophenyl 5-(((2-(butyrylthio) ethoxy)(3-cyanophenoxy) phosphoryl) difluoro methyl)benzo[b]thiophene-2-carboxylate C(CCC)(=O)SCCOP(=O)(OC1=CC(=CC=C1)C#N)C(C1=CC2=C(SC(=C2)C(=O)OC2=CC=C(C=C2)[N+](=O)[O-])C=C1)(F)F